1-(2,2-difluoroethyl)ethane-1,2-diamine FC(CC(CN)N)F